Cl.N1CC(C1)NC1=CC(=C(C=C1)C(=O)N1CC(C1)C)Cl (4-(azetidin-3-ylamino)-2-chlorophenyl)(3-methylazetidin-1-yl)methanone hydrochloride